tert-butyl 5-(2,6-dichloropyridin-4-yl)-2,3-dihydro-4H-1,4-oxazine-4-carboxylate ClC1=NC(=CC(=C1)C=1N(CCOC1)C(=O)OC(C)(C)C)Cl